C1(CC1)N1C(C=2N(CC1)C1=C(C2C2=CC(=C(C#N)C=C2C)F)OCCC1)=O 4-(8-cyclopropyl-9-oxo-3,4,6,7,8,9-hexahydro-2H-pyrano[2',3':4,5]pyrrolo[1,2-a]pyrazin-10-yl)-2-fluoro-5-methylbenzonitrile